O[C@H](C(=O)OCC1=CC=CC=C1)CC1=CC=CC=C1 (S)-benzyl 2-hydroxy-3-phenylpropanoate